CC1=CC=C(C=C1)S(=O)(=O)OCCOCCCCC#C 2-(hex-5-yn-1-yloxy)ethyl 4-methylbenzenesulfonate